C(=O)C1=C(C(=O)OC)C=CC(=C1)N1CC(C1)CO methyl 2-formyl-4-(3-(hydroxymethyl) azetidin-1-yl)benzoate